CN1C(N(C2=C1C(=CC=C2)N2CCNCC2)C2C(NC(CC2)=O)=O)=O 3-(3-methyl-2-oxo-4-(piperazine-1-yl)-2,3-dihydro-1H-benzimidazol-1-yl)piperidine-2,6-dione